FC1=C(C(=C(C=C1OC)OC)F)N1C(N(C2=C(C1)C=NC1=C2C=C(N1)CN1CCN(CC1)C)C1=C(C(=CC=C1)F)F)=O 3-(2,6-difluoro-3,5-dimethoxyphenyl)-1-(2,3-difluorophenyl)-8-[(4-methylpiperazin-1-yl)methyl]-1,3,4,7-tetrahydro-2H-pyrrolo[3',2':5,6]pyrido[4,3-d]pyrimidin-2-one